N1C2=C(NCCC1=O)C=CC=C2 4,5-dihydro-1H-benzo[b][1,4]diazepin-2(3H)-one